5-(3-chloro-2-methyl-4-nitrophenoxy)-1-methyl-1H-benzo[d]imidazole ClC=1C(=C(OC2=CC3=C(N(C=N3)C)C=C2)C=CC1[N+](=O)[O-])C